C(C)(C)(C)OC(N(CCOCCSC=1C=C2CC(NC2=CC1)=O)C)=O.N(C(=N)N)OCCCC(=O)NC(=N)[C@H]1N2C(N([C@H](CC1)C2)O)=O 4-(guanidinooxy)-N-(((2S,5R)-6-hydroxy-7-oxo-1,6-diazabicyclo[3.2.1]oct-2-yl)(imino)methyl)butanamide tert-butyl-N-methyl-N-[2-[2-(2-oxoindolin-5-yl)sulfanylethoxy]ethyl]carbamate